N-(2,4-dibromo-3-(5-(4-chlorophenyl)-1H-pyrrolo[2,3-b]pyridine-3-carbonyl)phenyl)propane-1-sulfonamide BrC1=C(C=CC(=C1C(=O)C1=CNC2=NC=C(C=C21)C2=CC=C(C=C2)Cl)Br)NS(=O)(=O)CCC